N=1C=C(N2C1C=CC=C2)C(=O)O.BrC2=NC=C(C(=C2)OCC2=CC=C(C=C2)OC)OC 2-bromo-5-methoxy-4-((4-methoxybenzyl)oxy)pyridine imidazo[1,2-a]pyridine-3-carboxylate